C(C)(C)(C)N[C@@H]1CN(CC1)C1=CC=C(N=N1)C1=C(C=C(C=C1)C1=CC(N(C=N1)C)=O)OCOC 6-(4-{6-[(3S)-3-(tert-butylamino)pyrrolidin-1-yl]pyridazin-3-yl}-3-(methoxymethoxy)phenyl)-3-methylpyrimidin-4-one